ClC=1N=CC2=C(N1)NC(C2)=O 2-chloro-5,7-dihydro-6H-pyrrolo[2,3-d]pyrimidin-6-one